(1S,3S)-3-((6-(5-(((1-(sec-butyl)-1H-1,2,4-triazol-3-yl)oxy)methyl)-1-methyl-1H-1,2,3-triazol-4-yl)-2-methylpyridin-3-yl)oxy)cyclohexane-1-carboxylic acid C(C)(CC)N1N=C(N=C1)OCC1=C(N=NN1C)C1=CC=C(C(=N1)C)O[C@@H]1C[C@H](CCC1)C(=O)O